COC(C1=C(C(=CC(=C1)C#C[Si](C)(C)C)C1CCC1)C)=O cyclobutyl-2-methyl-5-((trimethylsilyl)ethynyl)benzoic acid methyl ester